C12(CCC(CC1)O2)C2N(S(OC2)=O)C(=O)OC(C)(C)C tert-butyl 4-(7-oxabicyclo[2.2.1]heptan-1-yl)-2-oxo-oxathiazolidine-3-carboxylate